4-(hydroxymethyl)-3-nitrobenzyl-5-imino-5-methoxypentanoic acid hydrochloride Cl.OCC1=C(C=C(CC(C(=O)O)CCC(OC)=N)C=C1)[N+](=O)[O-]